C1(CC1)N1CC(C1)S(=O)(=O)N[C@@H]1C[C@@H](C1)N(C=1C2=C(N=CN1)NC=C2)C 1-cyclopropyl-N-{cis-3-[methyl-(7H-pyrrolo[2,3-d]pyrimidin-4-yl)amino]cyclobutyl}azetidine-3-sulfonamide